6-(piperidin-1-yl)-[1,2,4]triazolo[1,5-a]pyridine N1(CCCCC1)C=1C=CC=2N(C1)N=CN2